N-methyl-N-[1-(3-pyrimidin-2-ylpyrazin-2-yl)ethyl]-6,8-bis(trifluoromethyl)quinazolin-4-amine CN(C1=NC=NC2=C(C=C(C=C12)C(F)(F)F)C(F)(F)F)C(C)C1=NC=CN=C1C1=NC=CC=N1